BrC1=CC(=CC=N1)CBr 6-bromo-4-(bromomethyl)pyridin